12-(phenylmethoxy)-12-oxododecane C1(=CC=CC=C1)COC(CCCCCCCCCCC)=O